(R)-5-(8-(3,3-difluoro-4-((5-(trifluoromethyl)pyrimidin-2-yl)oxy)pyrrolidin-1-yl)imidazo[1,2-b]pyridazin-6-yl)pyrimidine-2,4(1H,3H)-dione FC1(CN(C[C@H]1OC1=NC=C(C=N1)C(F)(F)F)C=1C=2N(N=C(C1)C=1C(NC(NC1)=O)=O)C=CN2)F